sodium chloride potassium chloride salt [Cl-].[K+].[Cl-].[Na+]